ClC=1C=C(C=C2C(=C(C=NC12)C(C)(C)O)C)C1=NC(=NC=C1F)N[C@@H]1C[C@H]2CO[C@@H]([C@H]1O)O2 (1S,3R,4S,5R)-3-((4-(8-chloro-3-(2-hydroxypropan-2-yl)-4-methylquinolin-6-yl)-5-fluoropyrimidin-2-yl)amino)-6,8-dioxabicyclo[3.2.1]octan-4-ol